O1C(C1)COCC(COCC1OC1)O 1,3-bis(2-oxiranylmethoxy)-2-propanol